1-[(3R,5S)-3-methyl-5-(8-methyl-[1,7]naphthyridin-5-yl)-piperidin-1-yl]-2-(1-methyl-piperidin-4-yl)-ethanone C[C@H]1CN(C[C@@H](C1)C1=C2C=CC=NC2=C(N=C1)C)C(CC1CCN(CC1)C)=O